NC1=CC=C(C=C1)C1=C(C=C(C=C1)N1C(OCC=N1)=O)F (4'-amino-2-fluorobiphenyl-4-yl)-3,6-dihydro-2H-1,3,4-oxadiazin-2-one